C(C)OC=1C=C(C=CC1)C(CN1CN(C=C1)C)=O 3-[2-(3-ethoxyphenyl)-2-oxoethyl]-1-methylimidazole